ClC=1C=CC(=C(C1)C1=NC=C(C(=C1)NC1=C(C=NC=C1)C(=O)NC(CO)CO)N1CCCC1)F 4-{[2-(5-chloro-2-fluorophenyl)-5-(pyrrolidin-1-yl)pyridin-4-yl]amino}-N-(1,3-dihydroxypropan-2-yl)pyridine-3-carboxamide